N1=CC=CC=2CCC/C(/C12)=N\NC=1N=NC2=C(NC=3C=CC=CC23)N1 (E)-3-(2-(6,7-dihydroquinolin-8(5H)-ylidene)hydrazino)-5H-[1,2,4]triazino[5,6-b]indole